2-amino-4'-chlorobenzophenone NC1=C(C(=O)C2=CC=C(C=C2)Cl)C=CC=C1